(5-chloro-1-(2,6-dimethoxyphenyl)-2-(6-ethoxypyridin-2-yl)-1H-imidazo[4,5-b]pyrazin-6-yl)pyridine-3-sulfonamide ClC=1N=C2C(=NC1C1=NC=CC=C1S(=O)(=O)N)N(C(=N2)C2=NC(=CC=C2)OCC)C2=C(C=CC=C2OC)OC